(R)-2-((1-(2-(4,4-difluoropiperidin-1-yl)-3,6-dimethyl-4-oxo-3,4-dihydroquinazolin-8-yl)ethyl)amino)benzoic acid FC1(CCN(CC1)C1=NC2=C(C=C(C=C2C(N1C)=O)C)[C@@H](C)NC1=C(C(=O)O)C=CC=C1)F